FC(CC1(N2CNC(CC1)C2)C(N)=N)(F)F (2,2,2-trifluoroethyl)-1,6-diazabicyclo[3.2.1]octane-2-carboximidamide